CC1(C(C(=C(C(=C1CC1=CC(=C(C(=C1)C(C)(C)C)O)C(C)(C)C)C)CC1=CC(=C(C(=C1)C(C)(C)C)O)C(C)(C)C)C)CC1=CC(=C(C(=C1)C(C)(C)C)O)C(C)(C)C)O 1,3,5-trimethyl-2,4,6-tris(3,5-di-tert-butyl-4-hydroxybenzyl)phenol